2-amino-(1,2,3,4-tetrahydroquinoline-1-yl)ethanone tert-butyl-(1S,3S)-3-(3-(4-amino-2-fluorophenyl)azetidin-1-yl)cyclobutane-1-carboxylate C(C)(C)(C)OC(=O)C1CC(C1)N1CC(C1)C1=C(C=C(C=C1)N)F.NCC(=O)N1CCCC2=CC=CC=C12